FC1(CCN(CC1)C(C)C)C1=NC2=CC=C(C=C2C(N1)=O)C=1C=C(C=2N(C1)C=C(N2)C)F 2-(4-fluoro-1-isopropylpiperidin-4-yl)-6-(8-fluoro-2-methylimidazo[1,2-a]pyridin-6-yl)quinazolin-4(3H)-one